C(C1=CC=CC=C1)[N+]1=CC(=C(C=C1)CO)F (1-benzyl-3-fluoro-pyridin-1-ium-4-yl)methanol